C(#N)C1=C(SC=2CN(CCC21)C)S(=O)(=O)NC(NC2=C1CCCC1=CC=C2C2=CC(=NC=C2)C#N)=O 3-Cyano-N-((5-(2-cyanopyridin-4-yl)-2,3-dihydro-1H-inden-4-yl)carbamoyl)-6-methyl-4,5,6,7-tetrahydrothieno[2,3-c]pyridine-2-sulfonamide